(R)-(E)-3-((3-butyl-5-(4-fluorophenyl)-7-(methylthio)-1,1-dioxo-2,3,4,5-tetrahydro-1,5-benzothiazepin-8-yl)oxy)acrylic acid C(CCC)[C@H]1CS(C2=C(N(C1)C1=CC=C(C=C1)F)C=C(C(=C2)O/C=C/C(=O)O)SC)(=O)=O